ClC=1C=C(C=C2C=C(N=CC12)NC(=O)[C@H]1[C@@H](C1)C#N)C=1C=NC(=CC1C)C#N |r| (±)-trans-N-(8-chloro-6-(6-cyano-4-methylpyridin-3-yl)isoquinolin-3-yl)-2-cyanocyclopropane-1-carboxamide